2-(3-chloro-1H-indol-1-yl)-2-methylpropanoic acid ClC1=CN(C2=CC=CC=C12)C(C(=O)O)(C)C